C1(=CC=C(C=C1)CN1C(=C(C(C=C1)=O)O)C)CN1C(=C(C(C=C1)=O)O)C 1,1'-(1,4-Phenylenebis(methylene))bis(3-hydroxy-2-methylpyridin-4(1H)-one)